4-{(S)-2-[(S)-2-(Methoxycarbonyl)-3-phenylpropanamido]-2-[2-(pyrazin-2-yl)thiazol-4-yl]ethyl}phenylsulfamic acid COC(=O)[C@H](C(=O)N[C@@H](CC1=CC=C(C=C1)NS(O)(=O)=O)C=1N=C(SC1)C1=NC=CN=C1)CC1=CC=CC=C1